Cl.Cl.C1(CC1)CN1C(=NC2=C1C=C1C(=C2)OCCO1)CCN 2-(1-(cyclopropylmethyl)-6,7-dihydro-1H-[1,4]dioxino[2',3':4,5]benzo[1,2-d]imidazol-2-yl)ethan-1-amine dihydrochloride